C(C1=CC=CC=C1)N1CCC(CC1)CCNC(=O)N1[C@@H](CN(CC1)C1=NC(=CC(=N1)C(=O)OC)C)C methyl 2-[(3R)-4-{[2-(1-benzylpiperidin-4-yl)ethyl]carbamoyl}-3-methylpiperazin-1-yl]-6-methylpyrimidine-4-carboxylate